R-2-pyridylpropylamine N1=C(C=CC=C1)CCCN